2,4-dimethyl-1,3-butadiene CC(=C)C=CC